N-((S)-2,4-Dimethyl-5-oxo-5,6,7,8-tetrahydro-4H-pyrazolo[1,5-a][1,3]diazepin-6-yl)-1-methyl-1-(2,2,2-trifluoroethyl)-1,3-dihydrofuro[3,4-c]pyridin-6-carboxamid CC1=NN2C(N(C([C@H](CC2)NC(=O)C2=CC3=C(C=N2)COC3(CC(F)(F)F)C)=O)C)=C1